2-(azidomethyl)propane-1,3-diol N(=[N+]=[N-])CC(CO)CO